C1(CC1)N1C(C2=C(CC1)NN(C2=O)C2=CC(=CC=C2)F)=O 5-cyclopropyl-2-(3-fluorophenyl)-1,2,6,7-tetrahydro-3H-pyrazolo[4,3-c]pyridine-3,4(5H)-dione